C(C=1C(C(=O)[O-])=CC=CC1)(=O)OCCCC butyl mono-phthalate